2-methyl-1-[2-methyl-2-({2-[3-(trifluoromethyl)-1H-pyrazol-4-yl]Pyrido[3,4-d]Pyrimidin-4-yl}amino)propoxy]Propan-2-ol dibutyl-butanedioate C(CCC)C(C(C(=O)O)CCCC)C(=O)O.CC(COCC(C)(NC=1C2=C(N=C(N1)C=1C(=NNC1)C(F)(F)F)C=NC=C2)C)(C)O